cyclooctyl ((((2R,3S,4R,5S)-5-(4-aminopyrrolo[2,1-f][1,2,4]triazin-7-yl)-2-cyano-3,4-dihydroxytetrahydrofuran-2-yl)methoxy)(phenoxy)phosphoryl)-L-alaninate NC1=NC=NN2C1=CC=C2[C@H]2[C@@H]([C@@H]([C@@](O2)(C#N)COP(=O)(OC2=CC=CC=C2)N[C@@H](C)C(=O)OC2CCCCCCC2)O)O